N-(5-(4-(4,5-difluoro-2-(2-hydroxybutan-2-yl)phenylamino)-1,3,5-triazin-2-ylamino)-2-((2-(dimethylamino)ethyl)(methyl)amino)-4-methoxyphenyl)acrylamide FC1=CC(=C(C=C1F)NC1=NC(=NC=N1)NC=1C(=CC(=C(C1)NC(C=C)=O)N(C)CCN(C)C)OC)C(C)(CC)O